2'-methyl-2'-deoxyuridine 5'-triphosphate P(O)(=O)(OP(=O)(O)OP(=O)(O)O)OC[C@@H]1[C@H]([C@H]([C@@H](O1)N1C(=O)NC(=O)C=C1)C)O